triacetic acid tri(2,2,2-trifluoroacetate) FC(C(=O)O)(F)F.FC(C(=O)O)(F)F.FC(C(=O)O)(F)F.C(C)(=O)O.C(C)(=O)O.C(C)(=O)O